tert-butyl (3-((1S,3S)-3-butyl-6-methoxy-2-(3-(trimethylsilyl)propioloyl)-1,2,3,4-tetrahydroisoquinolin-1-yl)bicyclo[1.1.1]pentan-1-yl)carbamate C(CCC)[C@@H]1N([C@H](C2=CC=C(C=C2C1)OC)C12CC(C1)(C2)NC(OC(C)(C)C)=O)C(C#C[Si](C)(C)C)=O